Methyl trans-3-hydroxycyclobutane-1-carboxylate O[C@@H]1C[C@H](C1)C(=O)OC